COC(=O)C1=NC=C2C(=N1)N(N=C2)C2=NC=CC=C2 1-(2-pyridinyl)pyrazolo[3,4-d]Pyrimidine-6-carboxylic acid methyl ester